NC1=NC=2C=C(C(=CC2C2=C1COC2)C(=O)N2[C@H](COC[C@H]2C)C=2C=NC(=CC2)Cl)F (4-amino-7-fluoro-1,3-dihydrofuro[3,4-c]quinolin-8-yl)((3S,5R)-3-(6-chloro-3-pyridinyl)-5-methyl-4-morpholinyl)methanone